FC=1C=C(C=CC1F)[C@@H]1C[C@@H](C=2N1N=C(N2)S)F (5s,7s)-5-(3,4-difluorophenyl)-7-fluoro-6,7-dihydro-5H-pyrrolo[1,2-b][1,2,4]triazole-2-thiol